methyl 2-(4-methoxybenzyl)-3-(2-oxoethyl)-2H-indazole-4-carboxylate COC1=CC=C(CN2N=C3C=CC=C(C3=C2CC=O)C(=O)OC)C=C1